(R,E)-N-(4-((3,4-dichloro-2-fluorophenyl)amino)-5-(2-hydroxyethoxy)quinazolin-6-yl)-3-(1-Methylpyrrolidin-2-yl)acrylamide ClC=1C(=C(C=CC1Cl)NC1=NC=NC2=CC=C(C(=C12)OCCO)NC(\C=C\[C@@H]1N(CCC1)C)=O)F